BrC=1C=C(C(=NC1)OC)\C=C\[C@@H]1CC[C@H](CC1)C(F)(F)F 5-Bromo-2-methoxy-3-((E)-2-(trans-4-(trifluoromethyl)cyclohexyl)vinyl)pyridine